CO[C@@H]1[C@@H]([C@H]([C@H]([C@H](O1)CO)O)O)O The molecule is an alpha-D-galactoside having a methyl substituent at the anomeric position. It is an alpha-D-galactoside, a methyl D-galactoside and a monosaccharide derivative.